C(#N)C(C(CC1CC1)NC(OC(C)(C)C)=O)O tert-butyl N-[2-cyano-1-(cyclopropylmethyl)-2-hydroxy-ethyl]carbamate